NC1=C2C(=NC=N1)N(N=C2C2=NOC(=C2C2=NC=C(C=N2)N2CCN(CC2)C(=O)OCC(=O)O)C2CC2)C(C)(C)C 2-[4-[2-[3-(4-amino-1-tert-butyl-pyrazolo[3,4-d]pyrimidin-3-yl)-5-cyclopropyl-isoxazol-4-yl]pyrimidin-5-yl]piperazine-1-carbonyl]oxyacetic acid